NCC=1C(=C2N=CC=NC2=C(C1)C1=CC=C(C=C1)OC(F)(F)F)CO (6-(aminomethyl)-8-(4-(trifluoromethoxy)phenyl)quinoxalin-5-yl)methanol